NC(CC)C1=CC(=NC=C1)NC([C@H](C1CCC(CC1)(F)F)NC(OCC1=CC=CC=C1)=O)=O benzyl ((1S)-2-((4-(1-aminopropyl)pyridin-2-yl)amino)-1-(4,4-difluorocyclohexyl)-2-oxoethyl)carbamate